tert-butyl (3R,4R)-4-{[5-ethyl-7-(1-ethylcyclobutyl)imidazo[4,3-f][1,2,4]triazin-2-yl]amino}-3-fluoropiperidine-1-carboxylate C(C)C=1N=C(N2N=C(N=CC21)N[C@H]2[C@@H](CN(CC2)C(=O)OC(C)(C)C)F)C2(CCC2)CC